1-[(6-aminopyridin-3-yl)methyl]-3-[4-(benzenesulfonyl)phenyl]urea NC1=CC=C(C=N1)CNC(=O)NC1=CC=C(C=C1)S(=O)(=O)C1=CC=CC=C1